N-(4-((2,3-dihydro-[1,4]dioxino[2,3-f]quinolin-10-yl)oxy)-2,3,5-trifluorophenyl)-4-methoxynicotinamide O1CCOC=2C1=C1C(=CC=NC1=CC2)OC2=C(C(=C(C=C2F)NC(C2=CN=CC=C2OC)=O)F)F